Methyl (Z)-2-fluoro-3-(7-fluoro-3-methyl-1-(tetrahydro-2H-pyran-2-yl)-1H-indazol-6-yl)acrylate F\C(\C(=O)OC)=C/C1=CC=C2C(=NN(C2=C1F)C1OCCCC1)C